4-bromo-3-chloro-8-nitroindolo[2,1-b]quinazoline-6,12-dione BrC=1C(=CC=C2C(N3C(=NC12)C(C1=CC(=CC=C13)[N+](=O)[O-])=O)=O)Cl